D-3-chloro-7-((2S,5R)-2,5-dimethyl-4-((R)-1-(quinoxalin-6-yl)ethyl)piperazin-1-yl)-4-methyl-2-(tetrahydro-2H-pyran-2-yl)-2,4-dihydro-5H-pyrazolo[4,3-b]pyridin-5-one ClC=1N(N=C2C1N(C(C=C2N2[C@H](CN([C@@H](C2)C)[C@H](C)C=2C=C1N=CC=NC1=CC2)C)=O)C)C2OCCCC2